CC1=CC=CCC1 Methylcyclohexadi-ene